N1N=CN=C1[C@@H]1CN(CC1)C(=O)N1CC2(C1)CC(C2)OC=2C=CC(=C(C#N)C2)C(F)(F)F 5-[[2-[(3S)-3-(1H-1,2,4-triazol-5-yl)pyrrolidine-1-carbonyl]-2-azaspiro[3.3]heptan-6-yl]oxy]-2-(trifluoromethyl)benzonitrile